BrC1=CC=C(C=C1)C1=NN(C(=C1C#N)C(=O)OCC)C1COC(CC1)CO[Si](C1=CC=CC=C1)(C1=CC=CC=C1)C(C)(C)C ethyl 3-(4-bromophenyl)-1-(6-(((tert-butyldiphenylsilyl) oxy) methyl) tetrahydro-2H-pyran-3-yl)-4-cyano-1H-pyrazole-5-carboxylate